BrC=1C=C(C(=C(C1)F)OC)C(F)(F)F 5-bromo-1-fluoro-2-methoxy-3-(trifluoromethyl)benzene